FC=1C=C2CO[C@](C2=CC1)(C)[C@@H]1NCCC1 (R)-2-((S)-5-fluoro-1-methyl-1,3-dihydroisobenzofuran-1-yl)pyrrolidine